4-(3,7-dihydroxy-8-methoxy-4-oxo-4H-chromen-2-yl)benzaldehyde OC1=C(OC2=C(C(=CC=C2C1=O)O)OC)C1=CC=C(C=O)C=C1